C(CCC)C1=C(C(=NN1C(C)(C)C)CCC)O Butyl-1-tert-butyl-4-hydroxy-3-n-propyl-pyrazol